(1S,3S)-3-aminocyclopentane-1-carboxylic acid methyl ester COC(=O)[C@@H]1C[C@H](CC1)N